CN1C(N(CC=2C1=NC(=NC2)SC)C2CC(N(C2)C(=O)OC)C(=O)[O-])=O methyl 4-(1-methyl-7-methylsulfanyl-2-oxo-4H-pyrimido[4,5-d]pyrimidin-3-yl)pyrrolidine-1,2-dicarboxylate